isopropyl 2-chloro-5-[1-methyl-4-cyano-3-(trifluoromethyl)-1H-pyrazol-5-yl]-4-fluorobenzoate ClC1=C(C(=O)OC(C)C)C=C(C(=C1)F)C1=C(C(=NN1C)C(F)(F)F)C#N